N-{4-[3-anilino-5-methyl-4-oxo-7-(2,2,2-trifluoroethyl)-4,5-dihydro-1H-pyrrolo[3,2-c]pyridin-2-yl]pyridin-2-yl}-2-(4-fluorophenyl)acetamide N(C1=CC=CC=C1)C1=C(NC2=C1C(N(C=C2CC(F)(F)F)C)=O)C2=CC(=NC=C2)NC(CC2=CC=C(C=C2)F)=O